FC(C(=O)O)(F)F.NCCCCOC(CCNC(CCOCCOCCOCC)=O)=O 12-oxo-3,6,9-trioxa-13-azahexadecane-16-oic acid 4-aminobutyl ester trifluoroacetate